Cl.FC=1C=C(C=CC1)C1=NOC(=N1)C(N)C1=CC=CC=C1 [3-(3-fluorophenyl)-1,2,4-oxadiazol-5-yl]-phenyl-methanamine hydrochloride